2-isopropyl-4,6-di(benzhydryl)aniline C(C)(C)C1=C(N)C(=CC(=C1)C(C1=CC=CC=C1)C1=CC=CC=C1)C(C1=CC=CC=C1)C1=CC=CC=C1